CC=1C=NC(=NC1)NC(C)=O N-(5-methylpyrimidin-2-yl)acetamide